tert-butyl (6-(4-chloro-2-fluorobenzyl)pyridazin-3-yl)carbamate ClC1=CC(=C(CC2=CC=C(N=N2)NC(OC(C)(C)C)=O)C=C1)F